tert-butyl 4-(2,2,6,6-tetramethylpiperidin-4-yl)-2,3-dihydro-1H-pyrrolo[2,3-b]pyridine-1-carboxylate CC1(NC(CC(C1)C1=C2C(=NC=C1)N(CC2)C(=O)OC(C)(C)C)(C)C)C